(4-(5-fluoro-1-methyl-1H-imidazol-2-yl)phenyl)methylamine hydrochloride Cl.FC1=CN=C(N1C)C1=CC=C(C=C1)CN